4-(4-(4-chloroquinolin-7-yl)-3-fluorobenzyl)-1-methylpiperazin-2-one ClC1=CC=NC2=CC(=CC=C12)C1=C(C=C(CN2CC(N(CC2)C)=O)C=C1)F